Cl.N1[C@@H](CCC1)C1CCC(O1)CC(=O)N1CCN(CC1)C1=CC=C(C=N1)C#N 6-[4-(2-[5-[(2S)-pyrrolidin-2-yl]oxolan-2-yl]acetyl)piperazin-1-yl]pyridine-3-carbonitrile hydrochloride